1,1,1-trifluoro-3-hydroxypropan-2-yl 4-(7-fluoro-4,5-dihydro-[1,2,4]triazolo[1,5-a]quinolin-2-yl)piperidine-1-carboxylate FC=1C=C2CCC=3N(C2=CC1)N=C(N3)C3CCN(CC3)C(=O)OC(C(F)(F)F)CO